2-(1-cyanopyrrolidin-3-yl)-N-(pyrazolo[1,5-a]pyridin-2-yl)acetamide C(#N)N1CC(CC1)CC(=O)NC1=NN2C(C=CC=C2)=C1